S1C2=C(C=C1C1(CCCCC1)N1CCCCC1)C=CC=C2 1-[1-(2-benzo[b]thienyl)cyclohexyl]piperidine